N-(6-chloro-4-methylpyridin-3-yl)methanesulfonamide ClC1=CC(=C(C=N1)NS(=O)(=O)C)C